The molecule is a polyunsaturated fatty acyl-CoA(4-) arising from deprotonation of the phosphate and diphosphate functions of 5-hydroxy-(6E,8Z,11Z,14Z)-icosatetraenoyl-CoA; major species at pH 7.3. It is a long-chain fatty acyl-CoA(4-) and a polyunsaturated fatty acyl-CoA(4-). It is a conjugate base of a 5-hydroxy-(6E,8Z,11Z,14Z)-icosatetraenoyl-CoA. CCCCC/C=C\\C/C=C\\C/C=C\\C=C\\C(CCCC(=O)SCCNC(=O)CCNC(=O)[C@@H](C(C)(C)COP(=O)([O-])OP(=O)([O-])OC[C@@H]1[C@H]([C@H]([C@@H](O1)N2C=NC3=C(N=CN=C32)N)O)OP(=O)([O-])[O-])O)O